COC(=O)C1=CN(C(C=C1Br)=O)C1CCN(CC1)C(=O)OCC1=CC=CC=C1 {1-[(benzyloxy)carbonyl]piperidin-4-yl}-4-bromo-6-oxo-1,6-dihydropyridine-3-carboxylic acid methyl ester